heneicosyl myristoleate C(CCCCCCC\C=C/CCCC)(=O)OCCCCCCCCCCCCCCCCCCCCC